(2R)-1-{4-[(2-{3-[(4-methanesulfonyl-2-methoxyphenyl)amino] prop-1-yn-1-yl}-1-(2,2,2-trifluoroethyl)-1H-indol-4-yl)amino] piperidin-1-yl}-3-methoxypropan-2-yl 2-methylpropanoate CC(C(=O)O[C@H](CN1CCC(CC1)NC1=C2C=C(N(C2=CC=C1)CC(F)(F)F)C#CCNC1=C(C=C(C=C1)S(=O)(=O)C)OC)COC)C